OC=1C=NC=CC1CN1CCN(CCN(CC1)C[C@H](C)O)C[C@H](C)O (2S,2'S)-1,1'-(7-((3-hydroxypyridin-4-yl)methyl)-1,4,7-triazonane-1,4-diyl)bis(propan-2-ol)